(S)-N-(3-Chloro-4-fluorophenyl)-N-ethyl-3-(6-methyl-4-(trifluoromethyl)pyridin-2-yl)-2-oxoimidazolidine-4-carboxamide ClC=1C=C(C=CC1F)N(C(=O)[C@H]1N(C(NC1)=O)C1=NC(=CC(=C1)C(F)(F)F)C)CC